N-(3-chloro-5-methanesulfonamidophenyl)-5-ethyl-4-{5-fluoro-3-[(5-fluoropyridin-3-yl)methoxy]pyridin-2-yl}thiophene-2-carboxamide ClC=1C=C(C=C(C1)NS(=O)(=O)C)NC(=O)C=1SC(=C(C1)C1=NC=C(C=C1OCC=1C=NC=C(C1)F)F)CC